FC1=CC=C(C=C1)C1=C(N(C=C(C1=O)C(=O)N)C)C(=O)NC 3-(4-fluorophenyl)-2-N,1-dimethyl-4-oxopyridine-2,5-dicarboxamide